SCSC(SCSSCSCC1SCS1)C(SCSC(C(SCS)SCS)SCS)SCS 2-[3,4,8,9-tetrakis(mercaptomethylthio)-11-mercapto-2,5,7,10-tetrathiaundecylthio]mercaptomethylthiomethyl-1,3-dithiacyclobutane